6-(2-oxo-2,3-dihydro-1H-pyrrolo[2,3-b]pyridin-5-yl)-4-((1-phenylethyl)amino)quinoline-3-carbonitrile O=C1CC=2C(=NC=C(C2)C=2C=C3C(=C(C=NC3=CC2)C#N)NC(C)C2=CC=CC=C2)N1